C(C1=CC=CC=C1)N1CC(CC1)(N)C1=CC(=C(C=C1)Cl)Cl 1-benzyl-3-(3,4-dichlorophenyl)pyrrolidin-3-amine